(2S,4S)-N-(4-(2-amino-2-oxoacetyl)oxepan-4-yl)-1-((R)-2-amino-3-cyclohexylpropanoyl)-4-(5-(2-hydroxypropan-2-yl)-1H-1,2,3-triazol-1-yl)pyrrolidine-2-carboxamide Hydrochloride Cl.NC(C(=O)C1(CCOCCC1)NC(=O)[C@H]1N(C[C@H](C1)N1N=NC=C1C(C)(C)O)C([C@@H](CC1CCCCC1)N)=O)=O